5H,6H-pyrrolo[2,3-c]pyrrole-6-on N=1C=CC=2C1C(NC2)=O